FC1(C[C@H](N(C1)C(=O)OC(C)(C)C)C(=O)O)F (2S)-4,4-difluoro-1-[(2-methylpropan-2-yl)oxycarbonyl]Pyrrolidine-2-carboxylic acid